2,6,10-trimethyl-14-oxopentadeca-6,10-dienoic acid CC(C(=O)O)CCCC(=CCCC(=CCCC(C)=O)C)C